FC=1C=C(C(=O)NC)C=C(C1F)C=1C=NN2C1N=C(C(=C2)C=2C=NC(=CC2)C(C)(C)O)N[C@@H]2COCC2 (S)-3,4-Difluoro-5-(6-(6-(2-hydroxypropan-2-yl)pyridin-3-yl)-5-((tetrahydrofuran-3-yl)amino)pyrazolo[1,5-a]pyrimidin-3-yl)-N-methylbenzamide